N-(2-(3,3-difluoropyrrolidin-1-yl)-4-(oxazol-5-yl)pyridin-3-yl)-2-iso-propylpyrimidine-5-carboxamide FC1(CN(CC1)C1=NC=CC(=C1NC(=O)C=1C=NC(=NC1)C(C)C)C1=CN=CO1)F